6-((2-fluoropropan-2-yl)amino)-4-(((1R,3R,4R)-3-hydroxy-4-methylcyclohexyl)amino)nicotinamide FC(C)(C)NC1=NC=C(C(=O)N)C(=C1)N[C@H]1C[C@H]([C@@H](CC1)C)O